acryloxyethyl-trimethylammonium bistrifluoromethanesulfonimide salt [N-](S(=O)(=O)C(F)(F)F)S(=O)(=O)C(F)(F)F.C(C=C)(=O)OCC[N+](C)(C)C